BrC1=C(CCC2=CC(=CC=C12)Cl)C=O 1-bromo-6-chloro-3,4-dihydronaphthalene-2-carbaldehyde